(S)-6-(ethyl((R)-1-(5-(trifluoromethyl)pyridin-2-yl)ethyl)amino)-2-(4-fluoro-3,5-dimethylbenzyl)-N-hydroxyhexanamide C(C)N(CCCC[C@H](C(=O)NO)CC1=CC(=C(C(=C1)C)F)C)[C@H](C)C1=NC=C(C=C1)C(F)(F)F